ClC=1C=C(C=CC1F)NC(N(C=1C=NC(=NC1)OC)CC1=NNC(=C1CC(C)(C)O)C(F)F)=O (3-Chloro-4-fluorophenyl)-1-((5-(difluoromethyl)-4-(2-hydroxy-2-methylpropyl)-1H-pyrazol-3-yl)methyl)-1-(2-methoxypyrimidin-5-yl)urea